C(C)(C)(C)OC(NCCCCCCNC(CCCCCCCCCCC)=O)=O Tert-butyl(6-dodecanamidohexyl)carbamate